BrC1=C(C=CC2=C1C=C(O2)C(=O)N)N2CCN(CC2)S(=O)(=O)C2=CC(=CC=C2)F 4-bromo-5-[4-(3-fluoro-benzenesulfonyl)-piperazin-1-yl]-benzofuran-2-carboxylic acid amide